methyl 3-(1,4-dimethyl-1H-benzo[d][1,2,3]triazol-5-yl)-3-(3-(((R)-2-ethyl-10-methyl-2,3-dihydro-[1,4]oxazepino[7,6-g]quinolin-4(5H)-yl)methyl)-4-methylphenyl)-2,2-dimethylpropanoate CN1N=NC2=C1C=CC(=C2C)C(C(C(=O)OC)(C)C)C2=CC(=C(C=C2)C)CN2C[C@H](OC1=CC=3C(=CC=NC3C=C1C2)C)CC